CC(C)(C(C)C)OC(=O)C1=CC=C(C=C1)C1C2C=CC(C1)C2 5-(4-(2,3-dimethyl-2-butoxycarbonyl)phenyl)-bicyclo[2.2.1]hept-2-ene